5,7-dichloro-4-methoxy-1,6-naphthyridine ClC1=C2C(=CC=NC2=CC(=N1)Cl)OC